N1C[C@@H](CCC1)SC1=NN=C(C=2N1C=CC2)C2=C(C=C(C=C2)C(F)(F)F)O (R)-2-(4-(piperidin-3-ylthio)pyrrolo[1,2-d][1,2,4]triazin-1-yl)-5-(trifluoromethyl)phenol